C1(CC1)N1CC2(CN(C2)C=2C=C(C=C3C=NC(=NC23)NC=2C=C3CN(CC3=CC2)S(=O)(=O)C)C(F)F)C1 8-(6-cyclopropyl-2,6-diazaspiro[3.3]heptan-2-yl)-6-(difluoromethyl)-N-(2-(methylsulfonyl)isoindolin-5-yl)quinazolin-2-amine